7-((1-(3,4,5-trimethoxyphenyl)-1H-imidazol-4-yl)amino)benzofuran-5-carboxylic acid methyl ester COC(=O)C=1C=C(C2=C(C=CO2)C1)NC=1N=CN(C1)C1=CC(=C(C(=C1)OC)OC)OC